4-[6-[(3aS,7aR)-6-Methyl-3,3a,4,5,7,7a-hexahydro-2H-pyrrolo[2,3-c]pyridin-1-yl]-4-methyl-pyridazin-3-yl]-3-hydroxy-benzonitrile CN1C[C@H]2[C@@H](CC1)CCN2C2=CC(=C(N=N2)C2=C(C=C(C#N)C=C2)O)C